1-(4-(((6-amino-5-(4-phenoxyphenyl)pyrimidin-4-yl)oxy)methyl)piperidin-1-yl)but-2-yn-1-one NC1=C(C(=NC=N1)OCC1CCN(CC1)C(C#CC)=O)C1=CC=C(C=C1)OC1=CC=CC=C1